[4-(BUT-3-EN-2-YLOXY)PHENYL]BORANEDIOL CC(C=C)OC1=CC=C(C=C1)B(O)O